C(C1=CC=CC=C1)OC(=O)N[C@H](C(=O)O)CCNS(=O)(=O)C1=C(C=CC=C1)[N+](=O)[O-] (S)-2-(((benzyloxy)carbonyl)amino)-4-(2-nitrophenylsulfonamido)butyric acid